tert-butyl (2-(sulfamoylamino)ethyl)carbamate S(N)(=O)(=O)NCCNC(OC(C)(C)C)=O